COC([C@H](CCS(=O)(=N)CCC1=CC=CC=C1)N)=O.BrC=1C=C(C(=C(C1)C(=O)N1CCC(CC1)N1CCOCC1)N[C@H]1CN(CCC1)C(C1=CN=CC(=C1)NC)=O)[N+](=O)[O-] (R)-(5-bromo-2-((1-(5-(methylamino)nicotinoyl)piperidin-3-yl)amino)-3-nitrophenyl)(4-morpholinopiperidin-1-yl)methanone (2S)-methyl-2-amino-4-(2-phenylethylsulfonimidoyl)butanoate